OC1=C(C=C(C=C1)C=CC(=O)O)OC 3-(4-hydroxy-3-methoxyphenyl)-2-propenoic acid